3-[2,3-Difluoro-4-[[(1R,4R)-2-oxa-5-azabicyclo[2.2.1]heptan-5-yl]methyl]anilino]-5-(methylamino)-6-(3-methylimidazo[4,5-c]pyridin-7-yl)pyrazin-2-carboxamid FC1=C(NC=2C(=NC(=C(N2)NC)C=2C3=C(C=NC2)N(C=N3)C)C(=O)N)C=CC(=C1F)CN1[C@H]3CO[C@@H](C1)C3